4-tert-butylbenzoate aluminum salt [Al+3].C(C)(C)(C)C1=CC=C(C(=O)[O-])C=C1.C(C)(C)(C)C1=CC=C(C(=O)[O-])C=C1.C(C)(C)(C)C1=CC=C(C(=O)[O-])C=C1